FC=1C(=C(C=C(C1)C(C)C)C(C(=O)O)N1C[C@@H](CC1)N(CCOCCC1=NC=2NCCCC2C=C1)C)OC 2-(3-fluoro-5-isopropyl-2-methoxyphenyl)-2-((R)-3-(methyl(2-(2-(5,6,7,8-tetrahydro-1,8-naphthyridin-2-yl)ethoxy)ethyl)amino)pyrrolidin-1-yl)acetic acid